NCC=1C=NC(=NC1)C1=C(C=C(C#N)C=C1)OC1=NC(=NC(=C1)NC(C)C)C 4-[5-(aminomethyl)pyrimidin-2-yl]-3-[2-methyl-6-(propan-2-ylamino)pyrimidin-4-yl]oxybenzonitrile